CC1(OB(OC1(C)C)C1=CC=C(C2=C1CCO2)NC(OC(C)(C)C)=O)C tert-butyl (4-(4,4,5,5-tetramethyl-1,3,2-dioxaborolan-2-yl)-2,3-dihydrobenzofuran-7-yl)carbamate